CN1N=C(C2=CC=CC=C12)C(=O)N1C[C@H](CC1)OC1=CC=C(C#N)C=C1 (S)-4-((1-(1-methyl-1H-indazole-3-carbonyl)pyrrolidin-3-yl)oxy)benzonitrile